4-Ketovaleric acid O=C(CCC(=O)O)C